C(C(C)C)NC(C=CC=CCCCCCCCCC=CCCCCC)=O N-isobutyl-2,4,14-eicosatrienamide